C(C)(=O)C1=CC=2C(=C3N(CCN(C3)C(CCOCCC)=O)C2N=C1)C 1-(3-(3-acetyl-5-methyl-8,9-dihydropyrido[3',2':4,5]pyrrolo[1,2-a]pyrazin-7(6H)-yl)-3-oxopropoxy)propan